FC1(CCN(CC1)C=1C=2N(C=C(C1)NC(C1=C(C=C(C=C1)I)N1CCC3(CC3)CC1)=O)N=C(N2)C)F N-(8-(4,4-difluoropiperidin-1-yl)-2-methyl-[1,2,4]triazolo[1,5-a]pyridin-6-yl)-4-iodo-2-(6-azaspiro[2.5]oct-6-yl)benzamide